FC1=C(OC2=CC3=C(N=C(N=C3)N[C@H](C(C)(C)F)C)N(C2=O)C)C=CC(=C1)F 6-(2,4-difluorophenoxy)-2-{[(1S)-2-fluoro-1,2-dimethylpropyl]amino}-8-methylpyrido[2,3-d]pyrimidin-7(8H)-one